ClC=1C(N(N=CC1)C)=O 4-chloro-2-methylpyridazin-3(2H)-one